CC(C1=CC=CC=C1)N(C)C α-methylbenzyl-dimethylamine